(S)-2-acetyl-2-hydroxybutyrate C(C)(=O)[C@](C(=O)[O-])(CC)O